C(C)OC(C[C@@H](C=1C(=C(C=C(C1F)C)C1=C(C=C(C=C1C)C(F)(F)F)C)F)N)=O.C(C)(C)(C)C=1C=C(C=C(C1O)C(C)(C)C)CCC(=O)NNC(CCC1=CC(=C(C(=C1)C(C)(C)C)O)C(C)(C)C)=O bis[3-(3,5-di-t-butyl-4-hydroxyphenyl)propionyl]hydrazine (S)-ethyl-3-amino-3-(2,4-difluoro-2',5,6'-trimethyl-4'-(trifluoromethyl)biphenyl-3-yl)propanoate